N-[(6-amino-2-pyridyl)sulfonyl]-6-(3-fluoro-5-isobutoxy-phenyl)-5-iodo-2-[(4S)-2,2,4-trimethylpyrrolidin-1-yl]pyridine-3-carboxamide NC1=CC=CC(=N1)S(=O)(=O)NC(=O)C=1C(=NC(=C(C1)I)C1=CC(=CC(=C1)OCC(C)C)F)N1C(C[C@@H](C1)C)(C)C